methyl 4-(((tert-butoxycarbonyl)(cyclohexylmethyl)amino)methyl)-7,7-dimethyl-6,7-dihydro-5H-cyclopenta[b]pyridine-2-carboxylate C(C)(C)(C)OC(=O)N(CC1CCCCC1)CC1=C2C(=NC(=C1)C(=O)OC)C(CC2)(C)C